CN1C=2C=CC=CC2N(C2=CC=CC=C12)C N,N'-dimethyl-phenazine